(1r,4r)-N-(4-(5-(cyclopropylmethyl)-1-methyl-1H-pyrazol-4-yl)pyrimidin-2-yl)-N4-methylcyclohexane-1,4-diamine C1(CC1)CC1=C(C=NN1C)C1=NC(=NC=C1)NC1CCC(CC1)NC